ClC=1C=CC(=C2C=CNC(C12)=O)OC1CC2(CN(C2)C(=O)OC(C)(C)C)C1 tert-Butyl 6-[(8-chloro-1-oxo-2H-isoquinolin-5-yl)oxy]-2-azaspiro[3.3]heptane-2-carboxylate